fluorolactoic acid FC(C(=O)O)(O)C